N-(cis-1-acetyl-2-(((4-methoxycyclohexyl)oxy)methyl)-piperidin-3-yl)methanesulfonamide C(C)(=O)N1[C@H]([C@H](CCC1)NS(=O)(=O)C)COC1CCC(CC1)OC